FC1=CC(=C(C(=C1)C(C)C)NC(=O)N=S(=O)(N)C=1C=NC2=CC=CC=C2C1)C(C)C N'-((4-fluoro-2,6-diisopropylphenyl)carbamoyl)quinoline-3-sulfonimidamide